C(C)(C)(C)N1N=C(C=C1C=1OC=CC1)C1=NC2=C(N1)C=CC(=C2)C 2-(1-(tert-butyl)-5-(furan-2-yl)-1H-pyrazol-3-yl)-5-methyl-1H-benzo[d]imidazole